3-((2S)-2-hydroxy-3-(8-(quinolin-6-ylsulfonyl)-1-oxa-8-azaspiro[4.5]decan-3-ylamino)propoxy)-N-methylbenzenesulfonamide O[C@H](COC=1C=C(C=CC1)S(=O)(=O)NC)CNC1COC2(C1)CCN(CC2)S(=O)(=O)C=2C=C1C=CC=NC1=CC2